N-(6-methoxy-2-((1r,4r)-4-((methyl-(piperidin-4-yl)amino)methyl)cyclohexyl)-2H-indazol-5-yl)-6-(trifluoromethyl)pyridinecarboxamide COC=1C(=CC2=CN(N=C2C1)C1CCC(CC1)CN(C1CCNCC1)C)NC(=O)C1=NC(=CC=C1)C(F)(F)F